(S)-8-(pyridin-3-yl)-3-(3,3,3-trifluoro-2-hydroxypropyl)-6-(6-(trifluoromethyl)pyridin-3-yl)pyrido[3,4-d]pyrimidin-4(3H)-one N1=CC(=CC=C1)C1=NC(=CC2=C1N=CN(C2=O)C[C@@H](C(F)(F)F)O)C=2C=NC(=CC2)C(F)(F)F